N[C@@H](C(=O)NC=1C=C2CC(CC2=C(C1)F)CNCCC1CN(C(O1)=O)C1=NC2=C(OCC(N2)=O)N=C1)COC (2R)-2-amino-N-[7-fluoro-2-[[2-[2-oxo-3-(3-oxo-4H-pyrazino[2,3-b][1,4]oxazin-6-yl)oxazolidin-5-yl]ethylamino]methyl]indan-5-yl]-3-methoxy-propanamide